The molecule is a member of the class of phylloquinones that consists of 1,4-naphthoquinone having methyl and phytyl groups at positions 2 and 3 respectively. The parent of the class of phylloquinones. It has a role as a vitamin, a cofactor, a plant metabolite and a human metabolite. CC1=C(C(=O)C2=CC=CC=C2C1=O)C/C=C(\\C)/CCC[C@H](C)CCC[C@H](C)CCCC(C)C